((4-(1-(2,6-dioxopiperidin-3-yl)-3-methyl-2-oxo-2,3-dihydro-1H-benzo[d]imidazol-5-yl)piperazin-1-yl)methyl)-5-oxo-2-azaspiro[3.4]octane-2-carboxylic acid tert-butyl ester C(C)(C)(C)OC(=O)N1C(C2(C1)C(CCC2)=O)CN2CCN(CC2)C2=CC1=C(N(C(N1C)=O)C1C(NC(CC1)=O)=O)C=C2